BrC1=CC=C(C=C1)C1=CC=C(C=C1)C=CC(=O)C1=C(OC(C(=O)O)CCC2=CC=CC=C2)C=CC=C1 2-[2-[3-[4-(4-Bromophenyl)phenyl]prop-2-enoyl]phenoxy]-4-phenylbutanoic acid